1-cyano-N-(6-methoxy-benzo[d]thiazol-2-yl)pyrrolidine-3-carboxamide C(#N)N1CC(CC1)C(=O)NC=1SC2=C(N1)C=CC(=C2)OC